(R)-2-((3-fluoro-4-((3-((1-(2,2,2-trifluoroacetoxy)propan-2-yl)amino)-1H-pyrazolo[3,4-b]pyridin-4-yl)oxy)phenyl)carbamoyl)-6-(4-fluorophenyl)pyridine 1-oxide FC=1C=C(C=CC1OC1=C2C(=NC=C1)NN=C2N[C@@H](COC(C(F)(F)F)=O)C)NC(=O)C2=[N+](C(=CC=C2)C2=CC=C(C=C2)F)[O-]